8-(2,2'-dimethylpyridylaminomethyl)-7-hydroxycoumarin-3-carboxylic acid CC1(NC=CC=C1NCC=1C(=CC=C2C=C(C(OC12)=O)C(=O)O)O)C